C(N)(=N)NC(=N)NCCC1=CC=C(C=C1)N1C(OC2(C1)CCN(CC2)CC2=C(C=C(C(=C2)C2CC2)C2=CC=C(C=C2)F)OCC)=O 1-carbamimidoyl-3-[2-[4-[8-[[5-cyclopropyl-2-ethoxy-4-(4-fluorophenyl)phenyl]methyl]-2-oxo-1-oxa-3,8-diazaspiro[4.5]decan-3-yl]phenyl]ethyl]guanidine